(6aR,10aR)-6,6,9-trimethyl-3-heptyl-6a,7,8,10a-tetrahydrobenzo[c]chromen-1-ol CC1(OC=2C=C(C=C(C2[C@H]2[C@H]1CCC(=C2)C)O)CCCCCCC)C